(3S)-3-anilinopiperidine-1-carboxylic acid tert-butyl ester C(C)(C)(C)OC(=O)N1C[C@H](CCC1)NC1=CC=CC=C1